C/C(=C\\CNC1=C2C(=NC=N1)N(C=N2)[C@@H]3[C@@H]([C@H]([C@@H]([C@H](O3)CO)O)O)O)/CO The molecule is an N-glycosylzeatin that is trans-zeatin having an alpha-D-glucopyranosyl residue attached at position N-9. It is a N-glycosylzeatin and a glucosyl-N(6)-isopentenyladenine.